1-cyclobutylethane-1-amine hydrochloride Cl.C1(CCC1)C(C)N